2-(4-methoxybenzyl)-6-(2-methoxyethyl)-8-(phenylamino)-7-(pyridin-4-yl)-3,4-dihydropyrrolo[1,2-a]pyrazin-1(2H)-one COC1=CC=C(CN2C(C=3N(CC2)C(=C(C3NC3=CC=CC=C3)C3=CC=NC=C3)CCOC)=O)C=C1